NC=1C=C(C=CC1)C1=NNC2=CC=C(C=C12)C1=C2CN(C(C2=CC=C1)=O)CC(C(=O)N)=C 2-[[4-[3-(3-aminophenyl)-1H-indazol-5-yl]-1-oxo-isoindolin-2-yl]methyl]prop-2-enamide